C(C)(=O)N1CCC(CC1)C(=O)NC1=CC=C(C=C1)CNC1=NC(=NC=2N1N=CC2C(C)C)NC(CO)CO 1-Acetyl-N-(4-(((2-((1,3-dihydroxypropan-2-yl)amino)-8-isopropylpyrazolo[1,5-a][1,3,5]triazin-4-yl)amino)methyl)phenyl)piperidine-4-carboxamide